C1(CCCCC1)C1=CC=C(CN(C(=O)[C@@H]2N(CC2)C(=O)OC(C)(C)C)C2=CC=CC=C2)C=C1 tert-butyl (R)-2-((4-cyclohexylbenzyl)(phenyl)carbamoyl)azetidine-1-carboxylate